N-(6-Fluoro-1H-indazol-5-yl)-6-methyl-2-oxo-4-[4-(trifluoromethyl)phenyl]-3,4-dihydro-1H-pyridine-5-carboxamide FC1=C(C=C2C=NNC2=C1)NC(=O)C=1C(CC(NC1C)=O)C1=CC=C(C=C1)C(F)(F)F